C(C)(C)(C)OC(=O)N(C1=C(C=C(C=N1)C#CC=1C(=C(C(=O)O)C=CC1)F)Cl)C(=O)OC(C)(C)C 3-((6-(bis(tert-butoxycarbonyl)amino)-5-chloropyridin-3-yl)ethynyl)-2-fluorobenzoic acid